N-(5-tert-butyl-1H-pyrazol-3-yl)-2-[1-(3-chlorophenyl)-1H-pyrazol-3-yl]propanamide C(C)(C)(C)C1=CC(=NN1)NC(C(C)C1=NN(C=C1)C1=CC(=CC=C1)Cl)=O